tert-Butyl (1-(3-((4-oxo-2-thioxo-2,3,4,5-tetrahydro-1H-pyrrolo[3,2-d]pyrimidin-1-yl)methyl)phenyl)cyclobutyl)carbamate O=C1C2=C(N(C(N1)=S)CC=1C=C(C=CC1)C1(CCC1)NC(OC(C)(C)C)=O)C=CN2